ClC=1C=C(OC2CCC(CC2)NC(=O)C2=CC=C(N=N2)N2CCN(CC2)C[C@@H]2CNCCO2)C=CC1C#N (S)-2-((4-(6-(((1r,4S)-4-(3-chloro-4-cyanophenoxy)cyclohexyl)carbamoyl)pyridazin-3-yl)piperazin-1-yl)methyl)morpholine